2-(4-((3-amino-2-(3-ethoxyazetidin-1-yl)pyridin-4-yl)oxy)phenyl)-4-(2,6-difluorobenzyl)-2,4-dihydro-3H-1,2,4-triazol-3-one NC=1C(=NC=CC1OC1=CC=C(C=C1)N1N=CN(C1=O)CC1=C(C=CC=C1F)F)N1CC(C1)OCC